CC1(C(=CC=CC1)C1=CC=C(C=C1)C1=CC=CC=C1)C 2,2-dimethyl-p-terphenyl